OC(CC1=CNC(O1)=S)CNC1=CC=CC=C1 5-(2-hydroxy-3-phenylaminopropyl)-1,3-oxazole-2(3H)-thione